1,3-di-o-tolyl-4,4,5,5-tetramethylimidazolinium C1(=C(C=CC=C1)[NH+]1CN(C(C1(C)C)(C)C)C1=C(C=CC=C1)C)C